Propyl 1-methyl-3-(3-(3-methyl-5-(5-methyl-1,2,4-oxadiazol-3-yl)benzamido)-propanamido)-1H-pyrazole-5-carboxylate CN1N=C(C=C1C(=O)OCCC)NC(CCNC(C1=CC(=CC(=C1)C1=NOC(=N1)C)C)=O)=O